2-(4-bromobenzyl)-9,9-dimethyl-9H-fluorene BrC1=CC=C(CC2=CC=3C(C4=CC=CC=C4C3C=C2)(C)C)C=C1